N1C=CC2=C(C=CC=C12)C=1C(N(C(C1)=O)CC1CCOCC1)=O 3-(1H-indol-4-yl)-1-((tetrahydro-2H-pyran-4-yl)methyl)-1H-pyrrole-2,5-dione